6-tert-butyl-10-methoxy-2-oxo-9-[1-(piperidin-4-yl)-1H-pyrazol-4-yl]-6,7-dihydro-2H-pyrido[2,1-a]isoquinoline-3-carboxylate C(C)(C)(C)C1N2C(C3=CC(=C(C=C3C1)C=1C=NN(C1)C1CCNCC1)OC)=CC(C(=C2)C(=O)[O-])=O